(S)-1-methoxy-1-oxopropane COC(CC)=O